2-(5,6-diamino-2-pyridyl)-3-methyl-5-(trifluoromethoxy)phenol NC=1C=CC(=NC1N)C1=C(C=C(C=C1C)OC(F)(F)F)O